(S)-3-chloro-2-(3-hydroxypyrrolidin-1-yl)pyridine-4-thiol sodium [Na].ClC=1C(=NC=CC1S)N1C[C@H](CC1)O